C(C1=CC=CC=C1)NCC(C(=O)OC)C1=CC=CC=C1 Methyl 3-(benzylamino)-2-phenylpropanoate